FC=1C=C2C(=NNC2=CC1OCCOC)C1=CC(=NO1)C1=CC=C(C=C1)C(=O)N1CC2(COC2)C1 5-Fluoro-6-(2-methoxyethoxy)-3-[3-(4-{2-oxa-6-azaspiro[3.3]heptane-6-carbonyl}phenyl)-1,2-oxazol-5-yl]-1H-indazole